2,2-bis[(4-chloro-4-oxo-butanoyl)oxymethyl]butyl 4-chloro-4-oxo-butanoate ClC(CCC(=O)OCC(CC)(COC(CCC(Cl)=O)=O)COC(CCC(=O)Cl)=O)=O